C1=NC=CC2=CC=CC(=C12)C1=CC=C2C(C(COC2=C1)(C)C)NC(O[C@@H]1CN2CCC1CC2)=O (S)-quinuclidin-3-yl (7-(isoquinolin-8-yl)-3,3-dimethylchroman-4-yl)carbamate